FC1=CC2=C(N(C(=N2)C2=CC=C(C=C2)S(=O)(=O)C)C)C=C1 5-fluoro-1-methyl-2-(4-(methylsulfonyl)phenyl)-1H-benzo[d]imidazole